C1(CC1)C(=C)C1=C(C(=CC(=C1)F)C1=CC(=NC=C1)OC)NC(=O)C1=C(OC=C1C(C)(C)O)S(=O)(=O)N ((2-(1-cyclopropylvinyl)-4-fluoro-6-(2-methoxypyridin-4-yl)phenyl)carbamoyl)-4-(2-hydroxypropan-2-yl)furan-2-sulfonamide